(E)-4-(6-(2-(3-methylbenzylidene)hydrazinyl)-2-morpholino-9H-purin-9-yl)pyridin-2-ol CC=1C=C(\C=N\NC2=C3N=CN(C3=NC(=N2)N2CCOCC2)C2=CC(=NC=C2)O)C=CC1